NC1=NC=CC(=C1)C=1C=C2C=CN(C(C2=CC1)=O)CC=1C=C(C(=O)NC=2SC=3CN(CCC3N2)C)C=CC1 3-((6-(2-Aminopyridin-4-yl)-1-oxoisoquinolin-2(1H)-yl)methyl)-N-(5-methyl-4,5,6,7-tetrahydrothiazolo[5,4-c]pyridin-2-yl)benzamide